N1(CCNCC1)S(=O)(=O)C1=CC=C(N=N1)NC(=O)[C@H]1COCCN1CC(=O)O (R)-2-(3-((6-(piperazin-1-ylsulfonyl)pyridazin-3-yl)carbamoyl)morpholino)acetic acid